C(C1=CC=CC=C1)C1=C(C(NC2=CC=C(C=C12)Cl)=O)C1=NNC(C1)C1=CC=C(C=C1)Cl 4-benzyl-6-chloro-3-[5-(4-chlorophenyl)-4,5-dihydro-1H-pyrazol-3-yl]-1H-quinolin-2-one